C(=O)[O-].C(=O)[O-].C(=O)[O-].[In+3] indium triformate